FC1(CCC(CC1)CC1=NOC(N1CN1N=C(C=C1)C(F)(F)F)=O)F 3-[(4,4-difluorocyclohexyl)methyl]-4-{[3-(trifluoromethyl)-1H-pyrazol-1-yl]methyl}-1,2,4-oxadiazol-5(4H)-one